N-(3-chloro-5-(methylsulfonamido)phenyl)-4-(5-(3,3-difluoropyrrolidin-1-yl)-3-fluoropyridin-2-yl)-5-methylthiophene-2-carboxamide ClC=1C=C(C=C(C1)NS(=O)(=O)C)NC(=O)C=1SC(=C(C1)C1=NC=C(C=C1F)N1CC(CC1)(F)F)C